C1(CCC1)NC(=O)C=1N=C(OC1)C1=CC=C(C=C1)C(F)(F)F N-Cyclobutyl-2-(4-(trifluoromethyl)phenyl)oxazole-4-carboxamide